N-(1-(2,2-difluoroethyl)pyrrolidin-3-yl)-2-(1H-imidazol-5-yl)thiazole-4-carboxamide FC(CN1CC(CC1)NC(=O)C=1N=C(SC1)C1=CN=CN1)F